C(C)OC=1C(=NC(=CC1)C)C(=O)N1[C@@H]2[C@@H](C[C@H](C1)C2)NC2=NC=C(C=N2)C(F)(F)F (3-ethoxy-6-methylpyridin-2-yl)((1S,4S,6R)-6-((5-(trifluoromethyl)pyrimidin-2-yl)amino)-2-azabicyclo[2.2.1]heptan-2-yl)methanone